N1(N=CN=C1)CC1(CCCC1)O 1-(1,2,4-triazol-1-ylmethyl)cyclopentanol